O=C1NC(CCC1C1=CC=C(C=C1)N1CCC2(CN(C2)C(=O)OC(C)(C)C)CC1)=O tert-butyl 7-[4-(2,6-dioxo-3-piperidyl)phenyl]-2,7-diazaspiro[3.5]-nonane-2-carboxylate